mercapto-propylene SC=CC